C(CCC)(=O)OC butyric acid, Methyl ester